C1(CC1)C=1N=NN(C1)[C@H](C(=O)N1[C@@H](C[C@H](C1)O)C(=O)NCC(NC=1C=NC2=CC=CC=C2C1)=O)C(C)(C)C (2S,4R)-1-[(2S)-2-(4-cyclopropyltriazol-1-yl)-3,3-dimethyl-butanoyl]-4-hydroxy-N-[2-oxo-2-(3-quinolylamino)ethyl]pyrrolidine-2-carboxamide